[SiH3]OC(C1=CC=CC=C1)O hydroxybenzyl silyl ether